C12(CC(C1)C2)N2CC(C(CC2)NC(=O)C2=CC(=CC=1N(C=NC12)CC(F)(F)F)C#CCNC1=C(C=C(C=C1)C(NC)=O)OC)C N-[1-(1-bicyclo[1.1.1]pentanyl)-3-methyl-4-piperidyl]-6-[3-[2-methoxy-4-(methylcarbamoyl)anilino]prop-1-ynyl]-1-(2,2,2-trifluoroethyl)benzimidazole-4-carboxamide